ClC=1C=C(C(=NC1)OCCCC=O)[N+](=O)[O-] 4-[(5-chloro-3-nitropyridin-2-yl)oxy]butanal